2-Isocyanoethylphenylcarbamate [N+](#[C-])CCOC(NC1=CC=CC=C1)=O